C(CCCCCC)OC1=CC=C(C=C1)S(=O)(=O)C=1C=NC2=CC=C(C=C2C1N1CCN(CC1)CCN1CCCCC1)SC 3-((4-(heptyloxy)phenyl)sulfonyl)-6-(methylthio)-4-(4-(2-(piperidin-1-yl)ethyl)piperazin-1-yl)quinoline